BrC=1C(=CC(=C(O[Si](C(C)C)(C(C)C)C(C)C)C1)CCl)F [5-bromo-2-(chloromethyl)-4-fluoro-phenoxy]-triisopropyl-silane